COC=1C=C2C(=NC=NC2=CC1OC)N=S(=O)(C)C=1C=C(C=CC1)NC(=O)N 3-(N-(6,7-dimethoxyquinazoline-4-yl)-S-methylsulfonimidoyl)-phenyl-urea